O=C1NC2(C(N1)=O)C(CCC2)CC2=C(C=CC(=C2)S(=O)(=O)N)C2=C(C=C(C=C2)F)F ((2,4-dioxo-1,3-diazaspiro[4.4]nonane-6-yl)methyl)-2',4'-difluoro-[1,1'-biphenyl]-4-sulfonamide